NCCC[C@H]1C(N([C@H](C(NCC2=CC=CC=C2SC=2C=CC=CC2CN[C@H](C(N1)=O)CCCN)=O)CC1=CNC2=CC=CC=C12)C)=O (12S,15S,18S)-15,18-Bis-(3-amino-propyl)-12-(1H-indol-3-ylmethyl)-13-methyl-2-thia-10,13,16,19-tetraaza-tricyclo[19.4.0.0*3,8*]pentacosa-1(21),3,5,7,22,24-hexaene-11,14,17-trione